3-(bis(4-methoxyphenyl)methyl)-6-iodoquinazolin COC1=CC=C(C=C1)C(N1CN=C2C=CC(=CC2=C1)I)C1=CC=C(C=C1)OC